FC=1C=C(C=CC1)C=1C=C2C(=NC1)N(C(N2CC2=NC=CC=C2)=O)C 6-(3-fluorophenyl)-3-methyl-1-(2-pyridylmethyl)imidazo[4,5-b]pyridin-2-one